ClC=1C=C(C=CC1)N1C(N([C@H](C1)C#N)C1=CN=CC2=CC=C(C=C12)C#N)=O (R)-4-(3-(3-chlorophenyl)-5-cyano-2-oxoimidazolidin-1-yl)isoquinoline-6-carbonitrile